NCC(=O)N[C@@H](CC(C)C)C(=O)O N-Glycyl-L-Leucine